Tetraglycidyl-1,1'-methylenebis(naphthalene-2,7-diol) C(C1CO1)C=1C(=C2C(=C(C(=C(C2=CC1O)CC1=C(C=CC2=CC=C(C=C12)O)O)O)CC1CO1)CC1CO1)CC1CO1